(S)-N-(3-Chloro-1-methyl-6-oxo-1,6-dihydropyridin-2-yl)-6-(4-ethyl-3-(hydroxymethyl)-5-oxo-4,5-dihydro-1H-1,2,4-triazol-1-yl)-5-fluoro-2-((1,1,1-trifluoropropan-2-yl)oxy)nicotinamide ClC1=C(N(C(C=C1)=O)C)NC(C1=C(N=C(C(=C1)F)N1N=C(N(C1=O)CC)CO)O[C@H](C(F)(F)F)C)=O